3-((4-(4-methoxyphenoxy)piperidin-1-yl)carbonyl)-1,5,7-trimethyl-1,5-dihydro-4H-pyrrolo[3,2-c]pyridin-4-one COC1=CC=C(OC2CCN(CC2)C(=O)C2=CN(C3=C2C(N(C=C3C)C)=O)C)C=C1